N-methyl-N-pentylamine CNCCCCC